C1(CC1)C1=C(C(=NO1)C1=C(C=CC=C1Cl)Cl)COC1CCN(CC1)C1=CC=C(C=C1)C1=NN(C(=C1)C(=O)OC)C methyl 3-(4-(4-((5-cyclopropyl-3-(2,6-dichlorophenyl) isoxazol-4-yl) methoxy) piperidin-1-yl) phenyl)-1-methyl-1H-pyrazole-5-carboxylate